OC1=C(C=CC=2NC(COC21)=O)NC(=O)C2=CC(=C(C=C2)OC)C(=O)NC2=CC=NN2 N1-(8-hydroxy-3-oxo-3,4-dihydro-2H-1,4-benzoxazin-7-yl)-4-methoxy-N3-(1H-pyrazol-5-yl)benzene-1,3-dicarboxamide